1-(4-(5-((4-amino-2-butoxyimidazo[2,1-f][1,2,4]triazin-7-yl)methyl)-3-methylpyridin-2-yl)piperazin-1-yl)octadecan-1-one NC1=NC(=NN2C1=NC=C2CC=2C=C(C(=NC2)N2CCN(CC2)C(CCCCCCCCCCCCCCCCC)=O)C)OCCCC